3-(3-methyl-2,3,4,5-tetrahydropyridin-6-yl)cyclobutanol CC1CN=C(CC1)C1CC(C1)O